[NH4+].OC1=C(C=C(C2=CC=CC=C12)O)S(=O)(=O)[O-] 1,4-dihydroxy-2-naphthalenesulfonic acid ammonium salt